ClC1=C(CO[C@@H]2C[C@H](C2)C(=O)NCC2=C(C(=C(C=C2)C(F)(F)F)C=2NC(C(=C(N2)CC)F)=O)F)C=CC=C1 trans-3-[(2-chlorobenzyl)oxy]-N-[3-(4-ethyl-5-fluoro-6-oxo-1,6-dihydropyrimidin-2-yl)-2-fluoro-4-(trifluoromethyl)benzyl]cyclobutane-1-carboxamide